N,N-Dimethyl-1-(4-(5-(chlorodifluoromethyl)-1,2,4-oxadiazol-3-yl)benzyl)-1H-1,2,4-triazol-3-amine CN(C1=NN(C=N1)CC1=CC=C(C=C1)C1=NOC(=N1)C(F)(F)Cl)C